C(C)OC(C(C(Br)C1=CC=C(C=C1)CC)Br)=O 3-(4-Ethylphenyl)-2,3-dibromopropionic acid ethyl ester